Ethyl 4-(methoxymethyl)-6-(pyridin-2-ylmethoxy)-9H-pyrido[3,4-b]indole-3-carboxylate COCC1=C(N=CC=2NC3=CC=C(C=C3C21)OCC2=NC=CC=C2)C(=O)OCC